N-(5-((4-methoxyphenyl)ethynyl)-6-methyl-8-(methylamino)-2,7-naphthyridin-3-yl)cyclopropanecarboxamide COC1=CC=C(C=C1)C#CC1=C2C=C(N=CC2=C(N=C1C)NC)NC(=O)C1CC1